C1(=CC=CC=C1)C1=C(C2=CC=CC=C2C=C1)C1=CC=CC=2C3=CC=C4C=CC=CC4=C3C=CC12 (phenylnaphthalenyl)chrysene